C(C)(C)[C@]1(C(NC(N1)=O)=O)C1=CC=C(C=C1)C(=O)N1CCN(CC1)C=1N=NC(=C(C1C)C)C (R)-5-isopropyl-5-{4-[4-(4,5,6-trimethylpyridazin-3-yl)piperazine-1-carbonyl]phenyl}imidazolidine-2,4-dione